C1(=CC=C(C=C1)CN1C(=NC=2N(C(N(C(C12)=O)C)=O)C)[N+](=O)[O-])C1=CC=CC=C1 7-([1,1'-Biphenyl]-4-ylmethyl)-1,3-dimethyl-8-nitro-3,7-dihydro-1H-purine-2,6-dione